S1N=NC(=C1)O thiadiazolol